N-(3-(5-(2,3-Dihydrobenzo[b][1,4]dioxin-6-yl)-1H-pyrazolo[3,4-b]pyridin-3-carbonyl)-2-fluorophenyl)butan-1-sulfonamid O1C2=C(OCC1)C=C(C=C2)C=2C=C1C(=NC2)NN=C1C(=O)C=1C(=C(C=CC1)NS(=O)(=O)CCCC)F